5-(4-nitro-2-(trifluoromethyl)phenyl)oxazole [N+](=O)([O-])C1=CC(=C(C=C1)C1=CN=CO1)C(F)(F)F